2,4,6-trimethylbenzoyl-diphenyl-Phosphine oxide CC1=C(C(=O)P(C2=CC=CC=C2)(C2=CC=CC=C2)=O)C(=CC(=C1)C)C